N1CC(CC1)N1N=NC(=C1)NC(C)=O N-(1-(pyrrolidin-3-yl)-1H-1,2,3-triazol-4-yl)acetamide